1-(2-Fluoro-phenyl)-5-oxo-pyrrolidine-3-carboxylic acid (2-chloro-phenyl)-amide ClC1=C(C=CC=C1)NC(=O)C1CN(C(C1)=O)C1=C(C=CC=C1)F